4-ethyl-4,4'-bipyridyl C(C)C1(CC=NC=C1)C1=CC=NC=C1